methyl 3-(2-bromo-1,3-thiazole-5-amido)-4-ethylbenzoate BrC=1SC(=CN1)C(=O)NC=1C=C(C(=O)OC)C=CC1CC